(3R)-pyrrolidin N1CCCC1